2-(1-methyl-1H-pyrazol-4-yl)-6-(4-(trifluoromethyl)phenyl)pyrimidin-4-ol benzyl-(3S)-4-[[1-[(4-fluoro-4-piperidyl)methyl]-4-piperidyl]methyl]-3-methyl-piperazine-1-carboxylate C(C1=CC=CC=C1)C1N(CCN([C@H]1C)CC1CCN(CC1)CC1(CCNCC1)F)C(=O)OC1=NC(=NC(=C1)C1=CC=C(C=C1)C(F)(F)F)C=1C=NN(C1)C